C1[C@H](CC)O1 (l)-1,2-butylene oxide